formamide-13C [13CH](=O)N